C(C)OC(=O)C=1C=C(C=CC1)NS(=O)=O.[Na] sodium N-(3-ethoxycarbonylphenyl)sulfonamide